COC1=CC=2C(C3=CC(=CC=C3NC2C=C1)OC)=O 2,7-dimethoxyacridone